N[C@@H]1CN(CC[C@H]1F)C1=NC2=C(N1CC(=O)N[C@H]1COCC1)C=C(C=C2)F 2-(2-((3R,4R)-3-Amino-4-fluoropiperidin-1-yl)-6-fluoro-1H-benzo[d]imidazol-1-yl)-N-((R)-tetrahydrofuran-3-yl)acetamid